bis-[2-(dodecanesulfonyloxy)phenyl]urea C(CCCCCCCCCCC)S(=O)(=O)OC1=C(C=CC=C1)NC(NC1=C(C=CC=C1)OS(=O)(=O)CCCCCCCCCCCC)=O